C(C1CCCCC1)(=O)O hexahydrobenzoic acid